Ethyl 2-((1R,3R)-1-hydroxy-4-methyl-3-((2S,3S)-3-methyl-2-((R)-1-methylpiperidine-2-carboxamido)-N-(pentyloxy)pentanamido)pentyl)thiazole-4-carboxylate O[C@H](C[C@H](C(C)C)N(C([C@H]([C@H](CC)C)NC(=O)[C@@H]1N(CCCC1)C)=O)OCCCCC)C=1SC=C(N1)C(=O)OCC